C[C@H](C[C@H](C)OC1=CC=C(C=C1C=1C(=C(C=C(C1)C(C)(CC(C)(C)C)C)C=1C2=CC=C(C=C2C=C2C=CC(=CC12)C(C)(C)C)C(C)(C)C)O)F)OC1=CC=C(C=C1C=1C(=C(C=C(C1)C(C)(CC(C)(C)C)C)C=1C2=CC=C(C=C2C=C2C=CC(=CC12)C(C)(C)C)C(C)(C)C)O)F 6',6'''-(((2R,4S)-pentane-2,4-diyl)bis(oxy))bis(3-(2,6-di-tert-butylanthracen-9-yl)-3'-fluoro-5-(2,4,4-trimethylpentan-2-yl)-[1,1'-biphenyl]-2-ol)